7-((1H-Imidazol-1-yl)methyl)-2-(6-ethyl-8-methoxyquinolin-4-yl)-5-(1-methyl-3-(trifluoromethyl)-1H-pyrazol-4-yl)-3,4-dihydroisoquinolin N1(C=NC=C1)CC1=CC(=C2CCN(CC2=C1)C1=CC=NC2=C(C=C(C=C12)CC)OC)C=1C(=NN(C1)C)C(F)(F)F